3-(azetidin-1-yl)-N-(2-fluoro-1-(p-tolyl)ethyl)propionamide N1(CCC1)CCC(=O)NC(CF)C1=CC=C(C=C1)C